C(C=C)N(C(=O)[C@H]1N(CCC1)S(=O)(=O)C1=C(C=C(C=C1)C)O[C@@H](C)CC=C)C1CCC(CC1)(F)F (S)-N-allyl-N-(4,4-difluorocyclohexyl)-1-((4-methyl-2-(((S)-pent-4-en-2-yl)oxy)phenyl)sulfonyl)pyrrolidine-2-carboxamide